ClC=1C(=C(C#N)C=CC1)N1C=C(C2=NC=C(C=C21)C=2C(=NOC2C)C)C2=CC=CC=C2 3-chloro-2-(6-(3,5-dimethylisoxazol-4-yl)-3-phenyl-1H-pyrrolo[3,2-b]pyridin-1-yl)benzonitrile